ClC1=C(C=CC(=C1)OCC=1C(=NOC1C1CC1)C1=C(C=CC=C1Cl)Cl)C#CC=1C=C(C2=C(N=C(O2)C2CC2)C1)C(=O)O 5-((2-chloro-4-((5-cyclopropyl-3-(2,6-dichlorophenyl)isoxazole-4-yl)methoxy)phenyl)ethynyl)-2-cyclopropylbenzo[d]oxazole-7-carboxylic acid